C(C)(C)=C1C(NC2=CC=CC=C12)=O 3-isopropylideneindolin-2-one